2-({2-[4-(2-hydroxyethoxy)pyridin-2-yl]-5H,6H,7H-cyclopenta[d]pyrimidin-4-yl}(methyl)amino)-N-(4-methoxyphenyl)acetamide OCCOC1=CC(=NC=C1)C=1N=C(C2=C(N1)CCC2)N(CC(=O)NC2=CC=C(C=C2)OC)C